N-[4-(5-fluoro-1,3-benzoxazol-2-yl)phenyl]-2,2-dimethyl-propanamide FC=1C=CC2=C(N=C(O2)C2=CC=C(C=C2)NC(C(C)(C)C)=O)C1